2-(2-chloro-4-(trifluoromethyl)-phenoxy)-acetic acid ClC1=C(OCC(=O)O)C=CC(=C1)C(F)(F)F